C(#N)C=1C=C(C=CC1)C1=NN2C(N=C(C=C2)NC(=O)N)=C1C1=CC(=NC(=C1)C)C [2-(3-cyanophenyl)-3-(2,6-dimethyl-4-pyridinyl)pyrazolo[1,5-a]pyrimidin-5-yl]urea